(S)-3-fluoro-5,8,8-trimethyl-5-(3-(3-neopentylpyridin-4-yl)phenyl)-7,8,9,10-tetrahydrobenzo[b][1,8]naphthyridin-6(5H)-one FC1=CC=2[C@@](C3=C(NC2N=C1)CC(CC3=O)(C)C)(C3=CC(=CC=C3)C3=C(C=NC=C3)CC(C)(C)C)C